(±)-1-(4-methylphenyl)ethanol Ethyl-(E)-4-[4-(2-benzyloxy-7-chloro-10,11-dihydro-dibenzo[b,f]azepin-5-yl)-butylamino]-but-2-enoate C(C)/C(/C(=O)O[C@H](C)C1=CC=C(C=C1)C)=C\CNCCCCN1C2=C(CCC3=C1C=C(C=C3)Cl)C=C(C=C2)OCC2=CC=CC=C2 |r|